N1N=CC2=CC=CC(=C12)CCO 2-(1H-indazol-7-yl)ethan-1-ol